BrC1=C(C=CC(=C1)C=C)C1=CC(=CC=C1)C1=CC=C(C=C1)C=C bromo-4,4''-divinyl-1,1':3',1''-terphenyl